(propan-2-yl)(tert-butoxy)carbohydrazide CC(C)N(NC(=O)NN)OC(C)(C)C